(R-1-(3-(difluoromethyl)-2-fluorophenyl)ethyl)amino-3-((1R,4R)-4-hydroxycyclohexyl)-7-methyl-3,4-dihydropyrimido[4,5-d]pyrimidin-2(1H)-one FC(C=1C(=C(C=CC1)[C@@H](C)NN1C(N(CC=2C1=NC(=NC2)C)C2CCC(CC2)O)=O)F)F